CCCC=C Penten